ClC=1C=C(C=CC1F)NC(=O)N[C@H]1COCC=2NC(C=3C=C(C(=CC3C21)F)F)=O (R)-1-(3-chloro-4-fluorophenyl)-3-(8,9-difluoro-6-oxo-1,4,5,6-tetrahydro-2H-pyrano[3,4-c]isoquinolin-1-yl)urea